(S)-N-((S)-2-(dimethylamino)-3-(4-hydroxyphenyl)propyl)-3-phenylbutanamide CN([C@H](CNC(C[C@H](C)C1=CC=CC=C1)=O)CC1=CC=C(C=C1)O)C